C(C)C=1N=C(N(C1CO)CC1=C(C(=CC=C1)C1=CC=CC=C1)S(=O)(=O)N)CCC ((4-ethyl-5-(hydroxymethyl)-2-Propyl-1H-imidazol-1-yl)methyl)-[1,1'-biphenyl]-2-sulfonamide